3-methyl-pentanediol diacrylate C(C=C)(=O)OC(CC(CC)C)OC(C=C)=O